2-amino-1-[6,7-dichloro-10-(1H-pyrazol-4-yl)-3,4-dihydro-1H-pyrazino[1,2-a]indol-2-yl]ethanone hydrochloride Cl.NCC(=O)N1CC=2N(C=3C(=C(C=CC3C2C=2C=NNC2)Cl)Cl)CC1